FC1([C@@H](CNCC1)NC(=O)C=1OC2=C(C1)C=CC=C2C2=C(C=CC=C2)OCC(F)(F)F)F |r| (R and S)-N-(4,4-difluoro-3-piperidyl)-7-[2-(2,2,2-trifluoroethoxy)phenyl]benzofuran-2-carboxamide